ClC1=C(C(=C2N1CCN(C2)C(=O)NCC(C)(C)C)C(=O)N)C2=CC=CC=C2 6-chloro-N2-(2,2-dimethylpropyl)-7-phenyl-3,4-dihydropyrrolo[1,2-a]pyrazine-2,8(1H)-dicarboxamide